4-{3-cyclopropyl-1-[(6-methyloxan-2-yl)methyl]-4-(trifluoromethyl)-1H-pyrazole-5-amido}pyridine-2-carboxamide C1(CC1)C1=NN(C(=C1C(F)(F)F)C(=O)NC1=CC(=NC=C1)C(=O)N)CC1OC(CCC1)C